Morpholinamide C1COCCN1C(=O)N